C1(CC1)C1=CC(=NN1C1CC2(CNC2)C1)C1=C(C=CC(=C1)F)C 6-(5-cyclopropyl-3-(5-fluoro-2-methylphenyl)-1H-pyrazol-1-yl)-2-azaspiro[3.3]heptane